COC=1C(=C(C=CC1N)C1=CC=C(C=C1)N)OC dimethoxy-diaminobiphenyl